ClCC(=O)NCCCNC1=NC2=C(C=CC=C2C(=N1)NC1CCN(CC1)C1CCCCC1)OC(F)(F)F 2-chloro-N-(3-((4-((1-cyclohexylpiperidin-4-yl)amino)-8-(trifluoromethoxy)quinazolin-2-yl)amino)propyl)acetamide